[Fe].[Zn].[Ni].[Mn].[Co] cobalt-manganese-nickel-zinc-iron